NC1=C(C(=NC=N1)NCC=1C=C(C=CC1)C(C#CC)=O)C1=CC=C(C=C1)OC1=CC=CC=C1 1-(3-((6-Amino-5-(4-phenoxyphenyl)-pyrimidin-4-ylamino)-methyl)-phenyl)-but-2-yn-1-one